C(C)(C)(C)OC(=O)N1[C@H]2[C@H](CC1)NCC2 |r| rac-trans-hexahydro-pyrrolo[3,2-b]pyrrole-1-carboxylic acid tert-butyl ester